[Br-].S1CC=CC2=CC3=CC=CC=C3C=C12 thiaanthracene monobromide